tert-butyl 5-azaspiro[2.4]heptane-5-carboxylate C1CC12CN(CC2)C(=O)OC(C)(C)C